C(C)(=O)O[C@H]1[C@H](N(C[C@@H]1O)C(=O)OC(C)(C)C)CC1=CC=C(C=C1)C=1N=NNC1 tert-butyl (2R,3S,4S)-3-(acetyloxy)-4-hydroxy-2-{[4-(1H-1,2,3-triazol-4-yl)phenyl]methyl}pyrrolidine-1-carboxylate